ClC1=[N+](C=C(C(=C1)[N+](=O)[O-])NCC1CCOCC1)[O-] 2-chloro-4-nitro-5-(((tetrahydro-2H-pyran-4-yl)methyl)amino)pyridine 1-oxide